CS(=O)(=O)N1CCC(CC1)NC1=NC=C2C=CN=C(C2=C1)N1CCC(CC1)O 1-(7-((1-(methyl-sulfonyl)piperidin-4-yl)amino)-2,6-naphthyridin-1-yl)piperidin-4-ol